C1(CC1)C#CC=1C=C(C=C2C(=NNC12)N)B1OC(C(O1)(C)C)(C)C 7-(cyclopropylethynyl)-5-(4,4,5,5-tetramethyl-1,3,2-dioxaborolan-2-yl)-1H-indazol-3-amine